BrC1=C2C=CN(C2=C(C=C1C1CC1)C)C(=O)OC(C)(C)C tert-butyl 4-bromo-5-cyclopropyl-7-methyl-1H-indole-1-carboxylate